CS(=O)(=O)C1=CC(=C(C(=O)NC2=CC(=CC=C2)C(C)=O)C=C1)Cl 4-methylsulfonyl-2-chloro-N-(3-acetylphenyl)benzamide